dibutyl Adipate (Dibutyl phthalate) C(CCC)C=1C(=C(C(C(=O)O)=CC1)C(=O)O)CCCC.C(CCCCC(=O)OCCCC)(=O)OCCCC